((2S,4S)-1-(3-borono-2,6-difluorobenzoyl)-4-(1-hydroxy-1,3-dihydrobenzo[c][1,2]oxaborole-6-carboxamido)pyrrolidine-2-carbonyl)glycine B(O)(O)C=1C(=C(C(=O)N2[C@@H](C[C@@H](C2)NC(=O)C=2C=CC3=C(B(OC3)O)C2)C(=O)NCC(=O)O)C(=CC1)F)F